C(C)N1N=NC2=C1C=CC(=C2)C(=O)[O-] 1-ethyl-benzotriazol-5-carboxylate